C[C@H](CCCC(C)C(=O)O)[C@H]1CC[C@@H]2[C@@]1(CC[C@H]3[C@H]2CCC4[C@@]3(CCCC4)C)C cholestanoic acid